5-(8-((1S,2S)-2-(4-fluoro-3-(trifluoromethyl)phenyl)cyclopropyl)imidazo[1,2-b]pyridazin-6-yl)pyrimidine-2,4(1H,3H)-dione FC1=C(C=C(C=C1)[C@@H]1[C@H](C1)C=1C=2N(N=C(C1)C=1C(NC(NC1)=O)=O)C=CN2)C(F)(F)F